(4-chlorophenyl)-N-(2-(dimethylamino)ethyl)-5-(2-nitrophenyl)Azole-4-carboxamide ClC1=CC=C(C=C1)C=1NC(=C(C1)C(=O)NCCN(C)C)C1=C(C=CC=C1)[N+](=O)[O-]